N-((4-(4-(trifluoromethyl)phenyl)-4,5,6,7-tetrahydro[1,2,4]triazolo[1,5-a]pyrimidin-6-yl)methyl)acrylamide FC(C1=CC=C(C=C1)N1C=2N(CC(C1)CNC(C=C)=O)N=CN2)(F)F